ethyl 1-(2-{[(tert-butoxy) carbonyl] amino} ethyl)-3-(trifluoromethyl)-1H-pyrazole-4-carboxylate C(C)(C)(C)OC(=O)NCCN1N=C(C(=C1)C(=O)OCC)C(F)(F)F